2-hydroxy-5-[(E)-phenylazo]benzaldehyde OC1=C(C=O)C=C(C=C1)/N=N/C1=CC=CC=C1